2-[(3-amino-6-bromopyridin-2-yl)amino]-4-(difluoromethyl)benzonitrile NC=1C(=NC(=CC1)Br)NC1=C(C#N)C=CC(=C1)C(F)F